C(C)(C)(C)OC(=O)N1[C@@H](CN([C@H](C1)C)C=1C2=C(N=CN1)N(C=C2C(C)(C)C)C2=NC=CC(=N2)C#N)C (2R,5S)-4-(5-(tert-butyl)-7-(4-cyanopyrimidin-2-yl)-7H-pyrrolo[2,3-d]pyrimidin-4-yl)-2,5-dimethylpiperazine-1-carboxylic acid tert-butyl ester